C(C)(C)(C)OC(CCCCCCCCCCCCCCCCCCC(=O)O)=O 20-(tert-butoxy)-20-oxo-icosanoic acid